4-methoxyphenylboric acid sodium salt [Na+].COC1=CC=C(C=C1)OB([O-])[O-].[Na+]